C(#N)C=1C=C(COC2=C(CN[C@H](CO)C(=O)O)C=C(C(=C2)OCC=2C(=C(C=CC2)C2=C(C(=CC=C2)C2=NOC(=N2)CN2C[C@@H](CC2)O)C)C)[N+](=O)[O-])C=CC1 (2-((3-cyanobenzyl)oxy)-4-((3'-(5-(((R)-3-hydroxypyrrolidin-1-yl)methyl)-1,2,4-oxadiazol-3-yl)-2,2'-dimethyl-[1,1'-biphenyl]-3-yl)methoxy)-5-nitrobenzyl)-D-serine